FC(OC1=CC=C(C=C1)NC1CCN(CC1)S(=O)(=O)C1=CC=C(C=C1)C=1C=CC=2N(C1)C(NN2)=O)(F)F 6-{4-[(4-{[4-(trifluoromethoxy)phenyl]Amino}piperidin-1-yl)sulfonyl]phenyl}-2H,3H-[1,2,4]triazolo[4,3-a]pyridin-3-one